(R)-1-((benzyloxy)carbonyl)-2-methylaziridine-2-carboxylic acid C(C1=CC=CC=C1)OC(=O)[N@]1C(C1)(C(=O)O)C